C1(C(C(C(C2=NC3=CC=CC=C3N=C12)=O)=O)=O)=O phenazinetetraone